C=CCCCCCCCCCCCCCCCCCN.N1N=NC2=C1C=CC=C2.C(C)(C)OP(=O)(O)O isopropyl-phosphate-benzotriazole methyleneoctadecylamine salt